COC(=O)C=1NC=CC1C1=NC2=CC=C3C(=C2C=2CCCCC12)C=NN3 3-(8,9,10,11-tetrahydro-3H-pyrazolo[4,3-a]phenanthridin-7-yl)-1H-pyrrole-2-carboxylic acid methyl ester